7-[6-(1-piperidinyl)hexyloxy]-3-acetylcoumarin oxime N1(CCCCC1)CCCCCCOC1=CC=C2C=C(C(OC2=C1)=NO)C(C)=O